2-(4-methylpiperazin-1-yl)ethane-1-amine CN1CCN(CC1)CCN